(3,3-dimethyl-1-oxo-2,3-dihydro-1H-inden-5-yl)acrylamide CC1(CC(C2=CC=C(C=C12)C(C(=O)N)=C)=O)C